C(C1=CC=CC=C1)OCC(O)([2H])[2H] 2-(benzyloxy)ethan-1,1-d2-1-ol